OCC=1C=C(C(=O)NCC(=O)OCC2=CC=CC=C2)C=CC1OC1=CC=CC=C1 benzyl (3-(hydroxymethyl)-4-phenoxybenzoyl)glycinate